COC1=CC=C(C=C1)P1(SP(S1)(C1=CC=C(C=C1)OC)=S)=S 2,4-Bis-(4-methoxyphenyl)-1,3-dithia-2,4-diphosphetane-2,4-disulfide